C(C)[N+]1=C(C(C2=CC(=CC=C12)S(=O)(=O)[O-])(C)C)\C=C\C=C/1\N(C2=CC=C(C=C2C1(C)C)S(=O)(=O)O)CCCCCC(=O)NCCS 1-ethyl-2-((1e,3e)-3-(1-(6-((2-mercaptoethyl) amino)-6-oxohexyl)-3,3-dimethyl-5-sulfoindol-2-ylidene) prop-1-en-1-yl)-3,3-dimethyl-3H-indol-1-ium-5-sulfonate